2-(difluoromethyl)-5-(3-fluoro-4-((4-(2-fluoro-3-(piperazin-1-yl)phenyl)-1H-1,2,3-triazol-1-yl)methyl)phenyl)-1,3,4-oxadiazole FC(C=1OC(=NN1)C1=CC(=C(C=C1)CN1N=NC(=C1)C1=C(C(=CC=C1)N1CCNCC1)F)F)F